CC1=CC[C@@H](C(C)(O)C)CC1 (S)-alpha-Terpineol